3-(3-(tert-butoxycarbonyl)phenyl)cyclohexane-1-carboxylic acid C(C)(C)(C)OC(=O)C=1C=C(C=CC1)C1CC(CCC1)C(=O)O